C(C)N1C(=NC2=C(C1=O)C=CC=N2)C(CCC)N2CCN(CCC2)C 3-ethyl-2-(1-(4-methyl-1,4-diazepan-1-yl)butyl)pyrido[2,3-d]pyrimidin-4(3H)-one